4-[8-oxa-3-azabicyclo[3.2.1]octan-3-yl]benzonitrile C12CN(CC(CC1)O2)C2=CC=C(C#N)C=C2